Tert-Butyl 3-[4-(4-chloro-2-methylsulfanyl phenyl)phenyl]azetidine-1-carboxylate ClC1=CC(=C(C=C1)C1=CC=C(C=C1)C1CN(C1)C(=O)OC(C)(C)C)SC